5-chloro-4-((5-(methylsulfonamido)quinoxalin-6-yl)amino)pyrimidine ClC=1C(=NC=NC1)NC=1C(=C2N=CC=NC2=CC1)NS(=O)(=O)C